CN(C1=CC=C(C=C1)C(=CC1(OC(=O)C2=C(C(=C(C(=C12)Br)Br)Br)Br)C=C(C1=CC=C(C=C1)N(C)C)C1=CC=C(C=C1)OC)C1=CC=C(C=C1)OC)C 3,3-bis[2-(p-dimethylaminophenyl)-2-(p-methoxyphenyl)vinyl]-4,5,6,7-tetrabromophthalide